FC=1C=C(C=CC1F)C1(C(N(C1C)C)C)C(=O)OCC ethyl 3-(3,4-difluorophenyl)-1,2,4-trimethylazetidine-3-carboxylate